3-((2-((S)-amino(4,4-difluorocyclohexyl)methyl)imidazo[1,2-b]pyridazin-7-yl)methyl)-3-methylpyrrolidin-2-one N[C@H](C=1N=C2N(N=CC(=C2)CC2(C(NCC2)=O)C)C1)C1CCC(CC1)(F)F